CC1N=C(N=C2C1N(C(C1=C(N2C)C=C2C=CC=CC2=C1)=O)C)NC1=NN(C=C1)C1CCNCC1 4,5,13-trimethyl-2-((1-(piperidin-4-yl)-1H-pyrazol-3-yl)amino)-4,4a,5,13-tetrahydro-6H-naphtho[2,3-e]pyrimido[5,4-b][1,4]diazepin-6-one